2-(4-chloro-1-isopropyl-1H-pyrazol-5-yl)-4-(3-chloro-4-(6-(trifluoromethyl)pyrazin-2-yl)benzyl)-6,7-dihydropyrazolo[1,5-a]pyrimidin-5(4H)-one ClC=1C=NN(C1C1=NN2C(N(C(CC2)=O)CC2=CC(=C(C=C2)C2=NC(=CN=C2)C(F)(F)F)Cl)=C1)C(C)C